2-([1,4]Dioxan-2-ylmethoxy)-9-(6-methyl-pyridin-3-yl)-6,7-dihydro-pyrimido[6,1-a]isoquinolin-4-one O1C(COCC1)COC1=NC(N2C(C3=CC=C(C=C3CC2)C=2C=NC(=CC2)C)=C1)=O